C(CC(=C)C)S(=O)(=O)OOC(C=C)=O.[Na] sodium acryloyloxy isopentenyl-sulfonate